3-Methyl-N-[2-oxo-2-(2,2,2-trifluoroethylamino)ethyl]-5-[(5S)-5-(3,4,5-trichlorophenyl)-5-(trifluoromethyl)-4H-isoxazol-3-yl]thiophene-2-carboxamide CC1=C(SC(=C1)C1=NO[C@](C1)(C(F)(F)F)C1=CC(=C(C(=C1)Cl)Cl)Cl)C(=O)NCC(NCC(F)(F)F)=O